C(C)(=O)OCC(=C)CC1CC2(OCCO2)CC=C1C(CC=C)(C#N)C#N 2-((8-(1,1-dicyanobut-3-en-1-yl)-1,4-dioxaspiro[4.5]dec-8-en-7-yl)methyl)allyl acetate